N1=C(C=CC(=C1)C(=O)OC)C(=O)OC dimethyl 2,5-pyridine-dicarboxylate